2-Amino-7-fluoro-4-(5-fluoro-3-((1-((4-(fluoromethylidene)piperidin-1-yl)methyl)cyclopropyl)methoxy)-7,9-dihydrofuro[3,4-f]quinazolin-6-yl)thieno[3,2-c]pyridine-3-carbonitrile NC1=C(C=2C(=NC=C(C2S1)F)C=1C2=C(C=3C=NC(=NC3C1F)OCC1(CC1)CN1CCC(CC1)=CF)COC2)C#N